5-chloro-2-(difluoromethyl)-N-((1R,4r)-4-((2-oxo-3-(6-(((R)-tetrahydrofuran-3-yl)amino)pyridin-3-yl)-2,3-dihydro-1H-benzo[d]imidazol-1-yl)methyl)cyclohexyl)nicotinamide ClC=1C=NC(=C(C(=O)NC2CCC(CC2)CN2C(N(C3=C2C=CC=C3)C=3C=NC(=CC3)N[C@H]3COCC3)=O)C1)C(F)F